N-(1-((1R,2S)-2-fluorocyclopropyl)-2-oxo-1,2-dihydropyridin-3-yl)-7-isopropoxy-2-((1R,4S)-1-methyl-2-oxabicyclo[2.2.1]heptan-4-yl)imidazo[1,2-a]pyridine-6-carboxamide F[C@@H]1[C@@H](C1)N1C(C(=CC=C1)NC(=O)C=1C(=CC=2N(C1)C=C(N2)[C@]21CO[C@](CC2)(C1)C)OC(C)C)=O